FC(OC1=CC=C(C=N1)C1=C(N=CC(=N1)C(=O)NOCC1=C(C=CC(=C1)OC)F)F)F 6-(6-(difluoromethoxy)pyridin-3-yl)-5-fluoro-N-((2-fluoro-5-methoxybenzyl)oxy)pyrazine-2-carboxamide